dimethyl-(3-(10-(naphthalen-2-yl)anthracen-9-yl)phenyl)phosphine oxide CP(C1=CC(=CC=C1)C=1C2=CC=CC=C2C(=C2C=CC=CC12)C1=CC2=CC=CC=C2C=C1)(C)=O